C(C)OC(C(C)C)=O Ethyl-2-methylpropanoate